(5'S,7a'R)-5'-(3,5-difluorophenyl)-1-(3-methylpyrazine-2-carbonyl)tetrahydro-3'H-spiro[piperidine-4,2'-pyrrolo[2,1-b]-[1,3]oxazol]-3'-one FC=1C=C(C=C(C1)F)[C@@H]1CC[C@H]2OC3(C(N21)=O)CCN(CC3)C(=O)C3=NC=CN=C3C